C(C)C1=NC2=CC=C(C=C2NC1=O)CN1CCN(CC1)C=1C=CC(=NC1C(F)(F)F)C(=O)NC([2H])([2H])[2H] 5-(4-((2-Ethyl-3-oxo-4H-quinoxalin-6-yl)methyl)piperazin-1-yl)-N-(methyl-d3)-6-(Trifluoromethyl)pyridine-2-carboxamide